[CH2-]C#CC 2-butynide